1-(4-(2-Amino-4-bromo-5-chloro-3-fluorobenzoyl)piperazin-1-yl)prop-2-en-1-one NC1=C(C(=O)N2CCN(CC2)C(C=C)=O)C=C(C(=C1F)Br)Cl